7-(4-chlorobenzyl)-3-ethyl-1-(3-hydroxypropyl)-8-propoxy-1H-purine-2,6(3H,7H)-dione ClC1=CC=C(CN2C(=NC=3N(C(N(C(C23)=O)CCCO)=O)CC)OCCC)C=C1